N-[(S)-{5-[1-(3,3-difluoroazetidine-1-carbonyl)-4,4-difluorocyclohexyl]-4-fluoro-1H-benzimidazol-2-yl}(4,4-difluorocyclohexyl)methyl]-4-methyl-1,2,5-oxadiazole-3-carboxamide FC1(CN(C1)C(=O)C1(CCC(CC1)(F)F)C1=C(C2=C(NC(=N2)[C@@H](NC(=O)C2=NON=C2C)C2CCC(CC2)(F)F)C=C1)F)F